tert-butyl 3-((6-(8-(3,3-dimethylcyclohexyl)-3-(methoxycarbonyl)-6,7-dihydro-5H-benzo[7]annulen-9-yl)-5-fluoropyridin-3-yl)methylene)azetidine-1-carboxylate CC1(CC(CCC1)C=1CCCC2=C(C1C1=C(C=C(C=N1)C=C1CN(C1)C(=O)OC(C)(C)C)F)C=CC(=C2)C(=O)OC)C